BrC1=C(C(=O)N(C)OC)C=CC=C1 2-bromo-N-methoxy-N-methylbenzamide